3-(methylamino)propyltrisilane CNCCC[SiH2][SiH2][SiH3]